[2H]C(C(F)F)([2H])C=1C(=NC(=NC1)N)OC 5-(1,1-dideuterio-2,2-difluoro-ethyl)-4-methoxy-pyrimidin-2-amine